(7-(1-(tert-Butyl)-1H-pyrazol-3-yl)-2-azaspiro[3.5]nonan-2-yl)((1s,3s)-3-hydroxy-3-methylcyclobutyl)methanone C(C)(C)(C)N1N=C(C=C1)C1CCC2(CN(C2)C(=O)C2CC(C2)(C)O)CC1